(R)-2-((5-(2-(7-(dimethylamino)-2-methylhept-3-yl)-2,6-diazaspiro[3.4]oct-6-yl)-1,2,4-triazin-6-yl)oxy)-N-ethyl-5-fluoro-N-isopropylbenzamide CN(CCCC[C@H](C(C)C)N1CC2(C1)CN(CC2)C=2N=CN=NC2OC2=C(C(=O)N(C(C)C)CC)C=C(C=C2)F)C